ClC=1C(=CC2=C(N=C(N=C2N[C@H](C)C2=C(C(=CC=C2)C(F)(F)F)C)C)N1)N1CCN(CC1)C(C)C (R)-7-chloro-6-(4-isopropylpiperazin-1-yl)-2-methyl-N-(1-(2-methyl-3-(trifluoromethyl)phenyl)ethyl)pyrido[2,3-d]pyrimidin-4-amine